methyl N-((3S)-1-((1,2-dibromoethyl) sulfonyl) pyrrolidine-3-carbonyl)-N-methyl-L-valinate BrC(CBr)S(=O)(=O)N1C[C@H](CC1)C(=O)N([C@@H](C(C)C)C(=O)OC)C